(1-hydroxy-1,4-dimethyl-1,2-dihydronaphthalen-2-yl)-2-oxo-3-phenylindoline-1-carboxylic acid tert-butyl ester C(C)(C)(C)OC(=O)N1C(C(C2=CC=CC=C12)(C1=CC=CC=C1)C1C(C2=CC=CC=C2C(=C1)C)(C)O)=O